1-oxa-7-thiaspiro[5.5]undecane-3,5-diol O1CC(CC(C12SCCCC2)O)O